ClC1=CC(=C(C(=O)N2[C@@H](CN(CC2)C2=C(C(=O)NCCNC)C=C(C=C2)C=2C(=NC=CC2)OCC)C)C=C1)C(F)(F)F 2-[(3R)-4-[4-chloro-2-(trifluoromethyl)benzoyl]-3-methylpiperazin-1-yl]-5-(2-ethoxypyridin-3-yl)-N-[2-(methylamino)ethyl]benzamide